COC1=CC=C(C=C1)C(OC[C@]1([C@H](C[C@@H](O1)N1CNCC(=C1)F)O[Si](C)(C)C(C)(C)C)CO[Si](C)(C)C(C)(C)C)(C1=CC=CC=C1)C1=CC=C(C=C1)OC 1-[(2R,4S,5R)-5-{[bis(4-methoxyphenyl)(phenyl)methoxy]methyl}-4-[(tert-butyldimethylsilyl)oxy]-5-{[(tert-butyldimethylsilyl)oxy]methyl}oxolan-2-yl]-5-fluoro-3H-pyrimidine